3-((4-(5-chloro-3-fluoro-2-(((6S)-6-methylmorpholin-2-yl)methyl)phenyl)pyrrolo[2,1-f][1,2,4]triazin-6-yl)methyl)-1-methylpyrimidine-2,4(1H,3H)-dione hydrochloride Cl.ClC=1C=C(C(=C(C1)C1=NC=NN2C1=CC(=C2)CN2C(N(C=CC2=O)C)=O)CC2CNC[C@@H](O2)C)F